CCCCCCCCCCCCCCCCCCC(=O)O[C@H](COC(=O)CCCCCCC/C=C\CCCCCCCCC)COP(=O)([O-])OCC[N+](C)(C)C 1-(9Z-nonadecenoyl)-2-nonadecanoyl-glycero-3-phosphocholine